2,6-bis(4-aminophenoxy)benzonitrile NC1=CC=C(OC2=C(C#N)C(=CC=C2)OC2=CC=C(C=C2)N)C=C1